3,5-dichloro-4-fluoro-phenyl 3-deoxy-2-O-methyl-3-[4-(2-thiazolyl)-1H-1,2,3-triazol-1-yl]-1-thio-alpha-D-galactopyranoside CO[C@H]1[C@@H](SC2=CC(=C(C(=C2)Cl)F)Cl)O[C@@H]([C@@H]([C@@H]1N1N=NC(=C1)C=1SC=CN1)O)CO